FC=1C(=C(C(F)(F)Cl)C=CC1)F Tetrafluorobenzyl chloride